3-cyano-1-methyl-4-[4-(5-methyl-1,3-benzoxazol-2-yl)piperidin-1-yl]-2-oxo-1,2-dihydroquinoline-6-carboxamide C(#N)C=1C(N(C2=CC=C(C=C2C1N1CCC(CC1)C=1OC2=C(N1)C=C(C=C2)C)C(=O)N)C)=O